N-ethynyl-6-(2-(methylsulfonyl)pyrimidin-5-yl)hex-5-ynamide C(#C)NC(CCCC#CC=1C=NC(=NC1)S(=O)(=O)C)=O